((S)-cyclopropyl(3-(trifluoromethyl)phenyl)methyl)-2-(2,6-dioxopiperidin-3-yl)-1-oxoisoindoline-5-carboxamide C1(CC1)[C@@H](C1=CC(=CC=C1)C(F)(F)F)C1N(C(C2=CC=C(C=C12)C(=O)N)=O)C1C(NC(CC1)=O)=O